4,4-difluoro-3-oxobutanenitrile FC(C(CC#N)=O)F